tert-butyl N-[[(1R,2S,5S)-6,6-dimethyl-3-azabicyclo[3.1.0]hexane-2-carbonyl]amino]-N-[[(3S)-2-oxopyrrolidin-3-yl]methyl]carbamate CC1([C@H]2CN[C@@H]([C@@H]12)C(=O)NN(C(OC(C)(C)C)=O)C[C@H]1C(NCC1)=O)C